3-(5-(4-((2-oxa-5-azabicyclo[2.2.1]heptan-5-yl)methyl)pyridin-2-yl)-1-oxoisoindolin-2-yl)piperidine-2,6-dione C12OCC(N(C1)CC1=CC(=NC=C1)C=1C=C3CN(C(C3=CC1)=O)C1C(NC(CC1)=O)=O)C2